BrC=1C(=CC(=NC1)N)F 5-Bromo-4-fluoro-pyridin-2-amine